tert-butyl ((3S,5S)-5-fluoropiperidin-3-yl)carbamate F[C@H]1C[C@@H](CNC1)NC(OC(C)(C)C)=O